C(C)(C)(C)OC(=O)N1CC(C1)N1CCC2(CC1)CCN(CC2)C2=C(C=C(C(=C2)OC)[N+](=O)[O-])C 3-(9-(5-methoxy-2-methyl-4-nitrophenyl)-3,9-diazaspiro[5.5]undecan-3-yl)azetidine-1-carboxylic acid tert-butyl ester